C12(CC1)CCOC1=CC=C(C=C12)C(=O)O 2,3-dihydro-spiro[chromene-4,1'-cyclopropane]-6-formic acid